Rubidium acetat C(C)(=O)[O-].[Rb+]